C(C1=CC=CC=C1)OC=1C(=NC(=NC1)Cl)C1=C(N=C(S1)C1CCN(CC1)C(=O)OC(C)(C)C)CCO[Si](C)(C)C(C)(C)C tert-butyl 4-(5-(5-(benzyloxy)-2-chloropyrimidin-4-yl)-4-(2-((tert-butyldimethylsilyl)oxy)ethyl)thiazol-2-yl)piperidine-1-carboxylate